tert-Butyl 2-(3-((tert-butoxycarbonyl)(isopropyl)amino)propanamido)-3-(5-vinylbenzo[d]thiazol-2-yl)-4,7-dihydrothieno[2,3-c]pyridine-6(5H)-carboxylate C(C)(C)(C)OC(=O)N(CCC(=O)NC1=C(C2=C(CN(CC2)C(=O)OC(C)(C)C)S1)C=1SC2=C(N1)C=C(C=C2)C=C)C(C)C